N-[(1S)-1-(4-cyano-2-fluorophenyl)ethyl]-2-(6-fluoro-8-methyl-2-oxo-1,4-dihydroquinazolin-3-yl)acetamide C(#N)C1=CC(=C(C=C1)[C@H](C)NC(CN1C(NC2=C(C=C(C=C2C1)F)C)=O)=O)F